O=C1N(C(CC1)=O)OC(=O)O[C@H](CNC(OC(C)(C)C)=O)C tert-butyl (S)-(2-((((2,5-dioxopyrrolidin-1-yl)oxy)carbonyl)oxy)propyl)carbamate